7-(4-chlorophenoxy)-6-methylchroman-4-amine ClC1=CC=C(OC2=C(C=C3C(CCOC3=C2)N)C)C=C1